benzyl (2S,4S)-4-[(6-bromo-2-pyridyl)-(2,2,2-trifluoroacetyl)amino]-2-(2H-tetrazol-5-yl)pyrrolidine-1-carboxylate BrC1=CC=CC(=N1)N([C@H]1C[C@H](N(C1)C(=O)OCC1=CC=CC=C1)C=1N=NNN1)C(C(F)(F)F)=O